C(C1=CC=CC=C1)N1N=CC(=C1)C1C(NCCO1)C 2-(1-Benzylpyrazol-4-yl)-3-methyl-morpholine